5-(2-benzyloxy-ethoxy)-1H-indole-2,3-dicarboxylic acid dimethyl ester COC(=O)C=1NC2=CC=C(C=C2C1C(=O)OC)OCCOCC1=CC=CC=C1